BrC=1C(=NC=NC1OC(F)F)C1CC1 5-bromo-4-cyclopropyl-6-(difluoromethoxy)pyrimidine